1-(2-pyridyl)piperidin-4-amine N1=C(C=CC=C1)N1CCC(CC1)N